FC(C1=CC=C(C=C1)C=1C=CC(=NC1)N1CCN(CC1)C(=O)OC(C)(C)C)(F)F tert-Butyl 4-(5-(4-(trifluoromethyl)phenyl)pyridin-2-yl)piperazine-1-carboxylate